ethyl (R)-2-((dimethylcarbamothioyl)thio)-2-phenylacetate CN(C(=S)S[C@@H](C(=O)OCC)C1=CC=CC=C1)C